N-(3-aminopropyl)-3-(5-(4-(trifluoromethyl)phenyl)-1H-imidazol-2-yl)-1H-indazole-5-carboxamide NCCCNC(=O)C=1C=C2C(=NNC2=CC1)C=1NC(=CN1)C1=CC=C(C=C1)C(F)(F)F